CN(C1=NN(N=C1)CC(=O)N1C(CC(C1)F)C(=O)NC(C1=NC=C(C=C1)C(C)C)C1=CC=CC=C1)C 1-{2-[4-(dimethylamino)-2H-1,2,3-triazol-2-yl]acetyl}-4-fluoro-N-{phenyl[5-(propan-2-yl)pyridin-2-yl]methyl}pyrrolidine-2-carboxamide